6-((6-aminopyrimidin-4-yl)amino)-8-chloro-2H-spiro[imidazo[1,5-a]pyridine-3,4'-piperidine]-1,5-dione dihydrochloride Cl.Cl.NC1=CC(=NC=N1)NC1=CC(=C2N(C1=O)C1(CCNCC1)NC2=O)Cl